2-(2,3,5-trichlorophenyl)oxazole-4-carbonitrile ClC1=C(C=C(C=C1Cl)Cl)C=1OC=C(N1)C#N